tert-butyl 4-((3-bromo-6-((tert-butoxycarbonyl) amino) pyridin-2-yl) methyl)-4-cyanopiperidine-1-carboxylate BrC=1C(=NC(=CC1)NC(=O)OC(C)(C)C)CC1(CCN(CC1)C(=O)OC(C)(C)C)C#N